6-(2,6-dichlorophenyl)-2-(methylthio)pyrido[2,3]pyrimidin-7(8H)-one ClC1=C(C(=CC=C1)Cl)C=1C(CC2=C(C=NC(=N2)SC)N1)=O